CN[C@H](CC(N)=O)C(=O)O D-N-methylasparagine